2-chloro-7-isopropyl-N-(1-(3,4,5-trimethoxyphenyl)-1H-imidazol-4-yl)-7H-pyrrolo[2,3-d]pyrimidin-4-amine ClC=1N=C(C2=C(N1)N(C=C2)C(C)C)NC=2N=CN(C2)C2=CC(=C(C(=C2)OC)OC)OC